3-(2-((benzyloxy)carbonyl)-6-chloro-1,2,3,4-tetrahydroisoquinolin-8-yl)tert-butyl-morphine C(C1=CC=CC=C1)OC(=O)N1CC2=C(C=C(C=C2CC1)Cl)C1(CC=C2C[C@@H]3[C@@H]4C=C[C@@H]([C@H]5[C@@]4(C2=C1O5)CCN3C)O)OC(C)(C)C